(R)-tert-butyl (1-((4-fluorophenyl)amino)-1-oxo-3-phenylpropan-2-yl)carbamate FC1=CC=C(C=C1)NC([C@@H](CC1=CC=CC=C1)NC(OC(C)(C)C)=O)=O